[1-(2-Fluoro-6-methyl-phenyl)-piperidin-4-yl]-{1-[4-nitro-1-(tetrahydro-pyran-2-yl)-1H-pyrazol-3-yl]-ethyl}-amine FC1=C(C(=CC=C1)C)N1CCC(CC1)NC(C)C1=NN(C=C1[N+](=O)[O-])C1OCCCC1